(R)-1'-(5-((2-amino-3-chloropyridin-4-yl)thio)pyrazin-2-yl)-1-methyl-spiro[indoline-2,4'-piperidin]-3-amine NC1=NC=CC(=C1Cl)SC=1N=CC(=NC1)N1CCC2(CC1)N(C1=CC=CC=C1[C@H]2N)C